O1COC2=C1C=CC(=C2)CNC2=NC1=CC=CC=C1C(=N2)NCC=2OC=CC2 N2-(benzo[d][1,3]dioxol-5-ylmethyl)-N4-(furan-2-ylmethyl)quinazoline-2,4-diamine